CC1=C(OCC(=O)O)C=C(C(=C1C)CC=1C=C2C3(C(NC2=CC1)=O)CC3)C 2-(2,3,5-trimethyl-4-((2'-oxospiro[cyclopropane-1,3'-indolin]-5'-yl)methyl)phenoxy)acetic acid